N-(7-(pyridin-3-yl)-9H-pyrido[3,4-b]indol-4-yl)cyclopropanecarboxamide N1=CC(=CC=C1)C1=CC=C2C3=C(NC2=C1)C=NC=C3NC(=O)C3CC3